((2-chloro-4-(trifluoromethyl)phenoxy)methyl)-5-(2-methyl-oxazol-5-yl)benzoic acid ClC1=C(OCC2=C(C(=O)O)C=C(C=C2)C2=CN=C(O2)C)C=CC(=C1)C(F)(F)F